FC(S(=O)(=O)OC[C@H]1CN(C[C@H](O1)C)C1=C2C=CC(=NC2=C(C=C1)C#N)[2H])(F)F [(2R,6R)-4-(8-cyano-2-deuterio-5-quinolyl)-6-methyl-morpholin-2-yl]methyl trifluoromethanesulfonate